6-bromo-2-ethyl-7-methoxyimidazo[1,2-a]Pyridine BrC=1C(=CC=2N(C1)C=C(N2)CC)OC